NC1=C2C(=NC=C1)C1=C(O2)C=C(C=C1)C#N 4-Aminobenzofurano[3,2-b]pyridine-7-carbonitrile